3-Methyl-4-(2,6,6-trimethyl-2-cyclohexenyl)-3-buten CC(CC)=CC1C(=CCCC1(C)C)C